C1(CC1)C=1C=NN(C1/C=C/C1CCN(CC1)C(=O)OC(C)(C)C)C1=C(C=CC=C1Cl)Cl tert-Butyl (E)-4-(2-(4-cyclopropyl-1-(2,6-dichlorophenyl)-1H-pyrazol-5-yl)vinyl)piperidine-1-carboxylate